(S,Z)-6-Fluoro-3-(8-(2-(hydroxymethyl)-4-(methoxyimino)pyrrolidine-1-carbonyl)-2,3-dihydrobenzo[b][1,4]dioxin-5-yl)-2-methylbenzonitrile FC1=CC=C(C(=C1C#N)C)C1=CC=C(C=2OCCOC21)C(=O)N2[C@@H](C/C(/C2)=N/OC)CO